(±)-(4aR,13bS)-4,12-dimethyl-1,2,3,4,4a,5,6,13b-octahydro-8H-[1,6]naphthyridino[5,6-b]quinazolin-8-one CN1CCC[C@H]2[C@H]1CCN1C2=NC2=C(C=CC=C2C1=O)C |r|